CC1=CC=C(C=C1)CO 4-methylphenyl-methanol